1-(4-(2,6-dimethylmorpholino)-3-fluorophenyl)cyclohexane-1,4-diamine CC1OC(CN(C1)C1=C(C=C(C=C1)C1(CCC(CC1)N)N)F)C